di-neopentyl peroxydicarbonate C(=O)(OCC(C)(C)C)OOC(=O)OCC(C)(C)C